(1R,2R,3R)-3-Amino-2-{[(2,3-dihydro-1-benzofuran-4-yl) carbamothioyl]amino}cyclopentyl rac-acetate C(C)(=O)O[C@H]1[C@@H]([C@@H](CC1)N)NC(NC1=CC=CC2=C1CCO2)=S